2-(2-ethylhexyloxy)-ethanol C(C)C(COCCO)CCCC